tert-butyl 2-(4-(2,3-dimethoxybenzyl)-2-(2-isopropylphenyl)-6-oxopiperazin-1-yl)-7-azaspiro[3.5]nonane-7-carboxylate COC1=C(CN2CC(N(C(C2)=O)C2CC3(C2)CCN(CC3)C(=O)OC(C)(C)C)C3=C(C=CC=C3)C(C)C)C=CC=C1OC